C(C)(C)(C)OC(=O)N1CCC(CC1)N1C(NC2=C1C=CC=C2NC)=O 4-[4-(methylamino)-2-oxo-2,3-dihydro-1H-1,3-benzodiazol-1-yl]piperidine-1-carboxylic acid tert-butyl ester